3'-(aminomethyl)-5-(7-azaspiro[3.5]nonan-7-yl)-[1,1'-biphenyl] NCC=1C=C(C=CC1)C1=CC=CC(=C1)N1CCC2(CCC2)CC1